COC1=CC=C(CNCC2NCCOC2)C=C1 N-(4-methoxybenzyl)-1-(morpholin-3-yl)methylamine